2-Hydroxy-1-(4-(4-(2-hydroxy-2-methylpropionyl)phenoxy)phenyl)-2-methylpropan-1-on OC(C(=O)C1=CC=C(C=C1)OC1=CC=C(C=C1)C(C(C)(C)O)=O)(C)C